(S)-1-((3-methyl-6-(4,4,4-trifluorobutoxy)-3,4-dihydronaphthalen-2-yl)methyl)-N-propylazetidine-3-carboxamide C[C@@H]1C(=CC2=CC=C(C=C2C1)OCCCC(F)(F)F)CN1CC(C1)C(=O)NCCC